C1(=CC=CC=C1)N(C1=C(C=CC=C1)C1=CC=CC2=CC=3C(CCC(C3C=C12)(C)C)(C)C)C1=CC(=CC=C1)C1=CC=2C3=CC=CC=C3C3=CC=CC=C3C2C=C1 N-phenyl-2-(5,5,8,8-tetramethyl-5,6,7,8-tetrahydroanthracen-1-yl)-N-(3-(triphenylen-2-yl)phenyl)aniline